OC=1C=C2CCNC(C2=CC1O)=O 6,7-dihydroxy-3,4-dihydroisoquinolin-1(2H)-one